3-(5-((1-((4'-chloro-5,5-dimethyl-3,4,5,6-tetrahydro-[1,1'-biphenyl]-2-yl)methyl)-3-hydroxyazetidin-3-yl)(hydroxy)methyl)-1-oxoisoindolin-2-yl)piperidine-2,6-dione ClC1=CC=C(C=C1)C1=C(CCC(C1)(C)C)CN1CC(C1)(O)C(C=1C=C2CN(C(C2=CC1)=O)C1C(NC(CC1)=O)=O)O